C(C)(C)(C)OC(=O)NC/C=C/C(=O)OC Methyl (2E)-4-{[(tert-butoxy)carbonyl]amino}but-2-enoate